Ethyl 2-oxo-2-[rac-(2R,5S)-2-(2-ethylindazol-5-yl)-5-methyl-1-piperidyl]acetate Ethyl-2-chloro-2-oxo-acetate C(C)OC(C(=O)Cl)=O.O=C(C(=O)OCC)N1[C@H](CC[C@@H](C1)C)C1=CC2=CN(N=C2C=C1)CC |r|